CC(CCCCCC)OC(COC1=NC(=C(C(=C1Cl)Br)Cl)F)=O 4-bromo-3,5-dichloro-6-fluoro-2-pyridyloxyacetic acid-methylheptyl ester